OC(C(C=O)(O)O)(CC)O Tetrahydroxyvaleraldehyde